1,3-bis(2,4,6-trimethylphenyl)-propane-1,3-dione CC1=C(C(=CC(=C1)C)C)C(CC(=O)C1=C(C=C(C=C1C)C)C)=O